1-(3-Methylsulfonylphenyl)ethanol CS(=O)(=O)C=1C=C(C=CC1)C(C)O